OC1=C2CCC(CC2=CC=C1)N(CCC)CC1CCN(CC1)C(=O)C1=CN=CS1 (4-(((5-Hydroxy-1,2,3,4-tetrahydronaphthalen-2-yl)(propyl)amino)methyl)piperidin-1-yl)(thiazol-5-yl)methanone